NC=1C2=C(N=CN1)N(C=C2C2=CC=C(C=C2)C2C=1N(CCC2)N(C(C1C(=O)N)=O)C1=CC=CC=C1)CC(C)(C)O (4-(4-amino-7-(2-hydroxy-2-methylpropyl)-7H-pyrrolo[2,3-d]pyrimidin-5-yl)phenyl)-2-oxo-1-phenyl-1,2,4,5,6,7-hexahydropyrazolo[1,5-a]pyridine-3-carboxamide